9-(benzylcarboxymethyl)-9-(propylcarboxymethyl)fluorene C(C1=CC=CC=C1)C(C1(C2=CC=CC=C2C=2C=CC=CC12)C(C(=O)O)CCC)C(=O)O